(trans)-methyl 4-(benzyl (tert-butoxycarbonyl) amino)-1-fluorocyclohexanecarboxylate C(C1=CC=CC=C1)N(C1CCC(CC1)(C(=O)OC)F)C(=O)OC(C)(C)C